O=C1NC(CCC1C1=CC=C(OC2=CC=C(CN3CCC(CC3)C3CCN(CC3)C=3C=C4C(N(C(C4=CC3)=O)[C@H](CS(=O)(=O)C)C3=CC(=C(C=C3)OC)OCC)=O)C=C2)C=C1)=O 5-(1'-(4-(4-(2,6-dioxopiperidin-3-yl)phenoxy)benzyl)-[4,4'-bipiperidin]-1-yl)-2-((S)-1-(3-ethoxy-4-methoxyphenyl)-2-(methylsulfonyl)ethyl)isoindoline-1,3-dione